CC1(OC2=C(C1)C=C(C(=C2)N2CC1(C2)COCCC1)NC(=O)C=1C=NN2C1N=CC=C2)C N-[2,2-dimethyl-6-(6-oxa-2-azaspiro[3.5]nonan-2-yl)-3H-benzofuran-5-yl]pyrazolo[1,5-a]pyrimidine-3-carboxamide